Methyl (S)-3-(4-(benzyloxy)phenyl)-2-(2-(1-(3-(3-bromophenyl)propanoyl)piperidin-4-yl)acetamido)propanoate C(C1=CC=CC=C1)OC1=CC=C(C=C1)C[C@@H](C(=O)OC)NC(CC1CCN(CC1)C(CCC1=CC(=CC=C1)Br)=O)=O